6-heptynyl chloride C(CCCCC#C)Cl